COC1=C(C(=O)NCC=2OC(=NN2)C=2SC=CC2)C=CC=C1N1CCOCC1 2-methoxy-3-morpholinyl-N-((5-(thiophen-2-yl)-1,3,4-oxadiazol-2-yl)methyl)benzamide